3-(cyanomethylene)azetidin-1-ylpiperidine-carboxylic acid benzyl ester C(C1=CC=CC=C1)OC(=O)N1C(CCCC1)N1CC(C1)=CC#N